COC1=CC=C(C=C1)C(OC[C@@H]1C(C([C@@H](O1)N1C(NC(C=C1)=O)=O)OCC(=O)NC(CCCCCCCC)CCCCCCCC)O)(C1=CC=CC=C1)C1=CC=C(C=C1)OC 2-[(2R,5R)-5-[[bis(4-methoxyphenyl)-phenyl-methoxy]methyl]-2-(2,4-dioxopyrimidin-1-yl)-4-hydroxy-tetrahydrofuran-3-yl]oxy-N-(1-octylnonyl)acetamide